acryloyloxyethyl-(2-bromoethyl) phosphate P(=O)(OCC(Br)CCOC(C=C)=O)([O-])[O-]